CC1=C(C=CC(=C1)C(F)(F)F)C(C)N 1-[2-Methyl-4-(trifluoromethyl)phenyl]ethan-1-amine